6-chloro-5,7-dihydroxy-1-(2-isopropyl-4-methylpyridin-3-yl)pyrido[2,3-d]pyrimidine-2,4(1H,3H)-dione ClC1=C(C2=C(N(C(NC2=O)=O)C=2C(=NC=CC2C)C(C)C)N=C1O)O